4-(((5,5-dimethyl-4,5-dihydroisoxazol-3-yl)thio)methyl)-1-methyl-3-(trifluoromethyl)-1H-pyrazol-5-ol CC1(CC(=NO1)SCC=1C(=NN(C1O)C)C(F)(F)F)C